1-(1-methylpyrazol-3-yl)piperidin-4-one CN1N=C(C=C1)N1CCC(CC1)=O